Cl.NC1CCN(CC1)S(=O)(=O)C1=CC=C(C=C1)CC(CN1CCC(CC1)C1=CC=C2C(=NN(C2=C1)C)N1C(NC(CC1)=O)=O)C 1-(6-(1-(3-(4-((4-aminopiperidin-1-yl)sulfonyl)phenyl)-2-methylpropyl)piperidin-4-yl)-1-methyl-1H-indazol-3-yl)dihydropyrimidine-2,4(1H,3H)-dione hydrochloride